tetrahydrofuranyl α-methallyloxymethylacrylate C(C(C)=C)OCC(C(=O)OC1OCCC1)=C